N[C@@H](C(=O)N[C@@H](CNCCCCCC(=O)C1NCCC(C1)C(=O)O)CC#CC)CC1=CC=CC=C1 2-[[(2R)-2-[[(2R)-2-amino-3-phenyl-propionyl]amino]hex-4-ynylamino]hexanoyl]piperidine-4-carboxylic acid